(1S,3R,4S)-5,5-difluoro-2-(4-methoxy-1H-indole-2-carbonyl)-N-((R,Z)-1-(2-oxodihydrofuran-3(2H)-ylidene)-3-((R)-2-oxopyrrolidin-3-yl)propan-2-yl)-2-azabicyclo[2.2.2]octane-3-carboxamide FC1([C@@H]2[C@@H](N([C@H](C1)CC2)C(=O)C=2NC1=CC=CC(=C1C2)OC)C(=O)N[C@@H](\C=C\2/C(OCC2)=O)C[C@@H]2C(NCC2)=O)F